11,17-dihydroxy-6-methyl-17-(1-propynyl)androsta-1,4,6-trien-3-one OC1[C@@H]2[C@]3(C=CC(C=C3C(=C[C@H]2[C@@H]2CCC([C@@]2(C)C1)(C#CC)O)C)=O)C